N-(1-(3-(4-cinnamylphenoxy)propyl)piperidin-4-yl)-N-methyl-ethanesulfonamide C(C=CC1=CC=CC=C1)C1=CC=C(OCCCN2CCC(CC2)N(S(=O)(=O)CC)C)C=C1